(R)-1-(4,6-dichloropyridin-3-yl)pent-4-en-1-amine ClC1=C(C=NC(=C1)Cl)[C@@H](CCC=C)N